ethyl 6-ethyl-4-hydroxyquinoline-8-carboxylate C(C)C=1C=C2C(=CC=NC2=C(C1)C(=O)OCC)O